COC(C(=CO)OC1=C(C=CC(=C1)Br)C)=O methyl-2-(5-bromo-2-methyl-phenoxy)-3-hydroxy-prop-2-enoate